NC1=C(CNC=C1)C1=CC=C(C=2OCOC21)NC(CC2=CC=CC=C2)=O 4-Amino-3-(7-(2-phenylacetamido)benzo[d][1,3]dioxol-4-yl)-1H-pyridine